C([C@@H](O)CC(=O)O)(=O)O.FC1=CC=C(C=C1)C1C(C1)(C(=O)N)C(=O)N (4-fluorophenyl)cyclopropane-1,1-dicarboxamide (S)-malate